CC1=C(C(=CC(=C1)CCCCCCCCC)CCCCCCCCC)O 2-methyl-4,6-dinonyl-phenol